ClC=1C=C(C=CC1)C=1C2=CC=CC=C2C=2C=CC(=CC2C1)C1=CC2=CC=CC=C2C=C1 9-(3-chlorophenyl)-2-(naphthalen-2-yl)phenanthrene